[N+](=[N-])=CC(CC[C@@H](C(=O)OC(C)C)NC([C@H](C=1N(C=CN1)C)O)=O)=O isopropyl (S)-6-diazo-2-((S)-2-hydroxy-2-(1-methyl-1H-imidazol-2-yl)acetamido)-5-oxohexanoate